3-[[2-[[2-(2,6-dioxo-3-piperidinyl)-1-oxo-isoindolin-5-yl]amino]acetyl]amino]benzamide O=C1NC(CCC1N1C(C2=CC=C(C=C2C1)NCC(=O)NC=1C=C(C(=O)N)C=CC1)=O)=O